3-(3-(2-(4-(Methylsulfonyl)phenyl)-2,3-dihydroimidazo[4,5-d]pyrrolo[2,3-b]pyridin-1(6H)-yl)pyrrolidin-1-yl)propanenitrile CS(=O)(=O)C1=CC=C(C=C1)C1NC=2C(=C3C(=NC2)NC=C3)N1C1CN(CC1)CCC#N